4-(piperazin-1-ylmethyl)piperidin N1(CCNCC1)CC1CCNCC1